ClC1=C(C=C2C=C(N=CC2=C1)NC(=O)[C@@H]1[C@H](C1)C=1OC=CC1)N1CCN(CC1)[C@@]1(COC[C@@H]1O)C (1S,2S)-N-[7-chloro-6-[4-((3R,4R)-4-hydroxy-3-methyl-tetrahydrofuran-3-yl)piperazin-1-yl]-3-isoquinolyl]-2-(2-furyl)cyclopropanecarboxamide